C[Si](OCC)(C)C Trimethyl-ethoxysilan